1-(4-(1-(2,6-dichlorophenyl)azetidin-3-yl)-2,6-dimethylbenzyl)-3-methylpiperidine-4-carboxylic acid ClC1=C(C(=CC=C1)Cl)N1CC(C1)C1=CC(=C(CN2CC(C(CC2)C(=O)O)C)C(=C1)C)C